ClC1=CC=C(C=C1)[C@@H]([C@@H](C1=NC=CC=N1)N1C(C2=CC(=CC=C2C1)C=1OC(=NN1)C(F)F)=O)O |r| 2-[(1RS,2SR)-2-(4-chlorophenyl)-2-hydroxy-1-(pyrimidin-2-yl)ethyl]-6-[5-(difluoromethyl)-1,3,4-oxadiazol-2-yl]-2,3-dihydro-1H-isoindol-1-one